tert-butyl N-({1-[3-(benzyloxy) benzenesulfonyl]-5-(2-fluorophenyl)-4-methoxy-1H-pyrrol-3-yl} methyl)-N-methylcarbamate C(C1=CC=CC=C1)OC=1C=C(C=CC1)S(=O)(=O)N1C=C(C(=C1C1=C(C=CC=C1)F)OC)CN(C(OC(C)(C)C)=O)C